S1C2=C(C=C1)C(=CC=C2)N2CCN(CC2)CCCCOC2=CC=C1C(CC(N(C1=C2)COC(COCCOCCOC)=O)=O)(C)C [2-(2-Methoxy-ethoxy)-ethoxy]-acetic acid 7-[4-(4-benzo[b]thiophen-4-ylpiperazin-1-yl)butoxy]-4,4-dimethyl-2-oxo-3,4-dihydro-2H-quinolin-1-ylmethyl ester